N-(3-fluorobenzyl)-2-[(3R)-3-methyl-[1,4'-bipiperidine]-1'-yl]-1,3-thiazole-5-carboxamide FC=1C=C(CNC(=O)C2=CN=C(S2)N2CCC(CC2)N2C[C@@H](CCC2)C)C=CC1